galactosyl-(1-3)-(pyranyl-fucosyl-(1-4))-N-acetylglucosamine C1([C@H](O)[C@@H](O)[C@@H](O)[C@H](O1)CO)O[C@@H]1[C@H](C(O)O[C@@H]([C@H]1OC1([C@@H](O)[C@H](O)[C@H](O)[C@@H](O1)C)C1OC=CC=C1)CO)NC(C)=O